4-amino-7-fluoro-N-(6-((1-isopropyl-1H-pyrazol-4-yl)ethynyl)-2,3-dihydrobenzofuran-3-yl)-N,1-dimethyl-1H-pyrazolo[4,3-c]quinoline-8-carboxamide NC1=NC=2C=C(C(=CC2C2=C1C=NN2C)C(=O)N(C)C2COC1=C2C=CC(=C1)C#CC=1C=NN(C1)C(C)C)F